2-[4-benzyloxy-2-[[tert-butyl(dimethyl)silyl]oxymethyl]phenyl]-2-(4-bromophenyl)-1-indan-5-yl-ethanone C(C1=CC=CC=C1)OC1=CC(=C(C=C1)C(C(=O)C=1C=C2CCCC2=CC1)C1=CC=C(C=C1)Br)CO[Si](C)(C)C(C)(C)C